2-(2,6-dioxopiperidin-3-yl)-2,3-dihydro-1λ6,2-benzothiazole-1,1,3-trione O=C1NC(CCC1N1S(C2=C(C1=O)C=CC=C2)(=O)=O)=O